ClC=1C(=C(C(=CC1)N1N=NN=C1)C1=NC=NC(=C1)OC)F 4-(3-chloro-2-fluoro-6-(1H-tetrazol-1-yl)phenyl)-6-methoxypyrimidine